C(C1=CC=CC=C1)N(CCOC1CCC(CC1)OC/C=C/C(=O)NC1CCC(CC1)C(=O)OC)CC1=CC=CC=C1 methyl (1R,4r)-4-((E)-4-(((1r,4R)-4-(2-(dibenzylamino)ethoxy)cyclohexyl)oxy)but-2-enamido)cyclohexane-1-carboxylate